C1=C(C=CC2=CC=CC=C12)/C=C/C(=O)C1=CC=C(C=C1)S(=O)(=O)NCCC(=O)O 3-[[4-[(E)-3-Naphthalen-2-ylprop-2-enoyl]phenyl]sulfonylamino]propanoic acid